2'-((1'-methyl-1H,1'H-[3,4'-bipyrazol]-4-yl)amino)spiro[cyclopropane-1,5'-pyrrolo[2,3-d]pyrimidin]-6'(7'H)-one CN1N=CC(=C1)C1=NNC=C1NC=1N=CC2=C(N1)NC(C21CC1)=O